C(=O)C=1C(=C(C=CC1)S(=O)(=O)N1CCC(CC1)NC(OC(C)(C)C)=O)C(F)(F)F tert-Butyl (1-((3-formyl-2-(trifluoromethyl)phenyl)sulfonyl)piperidin-4-yl)carbamate